FC1=C(C=C(C(=C1)B1OC(C(O1)(C)C)(C)C)F)CC=1N(C2=C(N1)C(=CC(=C2)C(=O)OC)OCCOC)C[C@H]2OCC2 Methyl 2-[[2,5-difluoro-4-(4,4,5,5-tetramethyl-1,3,2-dioxaborolan-2-yl)phenyl]methyl]-7-(2-methoxyethoxy)-3-[[(2S)-oxetan-2-yl]methyl]benzimidazole-5-carboxylate